1-[6-(9,9'-spirobi[9H-fluoren]-2-yl)pyridin-2-yl]-1,3,4,6,7,8-hexahydro-2H-pyrimido[1,2-a]pyrimidine C1=C(C=CC=2C3=CC=CC=C3C3(C12)C1=CC=CC=C1C=1C=CC=CC13)C1=CC=CC(=N1)N1C=3N(CCC1)CCCN3